1,3-bis(3-hydroxypropyl)-hexamethyltrisiloxane OCCC[Si](O[Si](O[Si](C)(C)C)(CCCO)C)(C)C